2-(2-(2,5-dimethoxyphenyl)-2-oxoethyl)isoindoline-1,3-dione COC1=C(C=C(C=C1)OC)C(CN1C(C2=CC=CC=C2C1=O)=O)=O